ClC=1C=C(CNCCC=2OC(=CN2)CCNC2=NC3=C(C4=CN=CC=C24)C=CC(=C3)C(=O)N)C=CC1OC(F)(F)F 5-((2-(2-(2-((3-Chloro-4-(trifluoromethoxy)benzyl)amino)ethyl)oxazol-5-yl)ethyl)amino)benzo[c][2,6]naphthyridine-8-carboxamide